C(C)(C)C1CN(CCO1)C=O (2-isopropylmorpholinyl)methanone